2,6-bis-(1-phenyl-ethyl)phenol C1(=CC=CC=C1)C(C)C1=C(C(=CC=C1)C(C)C1=CC=CC=C1)O